(6-chloro-5-methylpyridazin-3-yl)-1,3-benzothiazol-2-amine ClC1=C(C=C(N=N1)C1=CC=CC2=C1N=C(S2)N)C